2-bromo-6-[(3R)-3-methoxyoxolan-3-yl]-4-methylpyridine BrC1=NC(=CC(=C1)C)[C@]1(COCC1)OC